BrC1=CC=C(C=C1)C(C)(C)C=1N=C(SC1)NC(=O)NCC=1C=NC(=NC1)OC 1-(4-(2-(4-bromophenyl)-propan-2-yl)thiazol-2-yl)-3-((2-methoxypyrimidin-5-yl)methyl)urea